OC=1C(=CC2=CC=CC=C2C1N=NC1=C(C=C(C2=CC=CC=C12)S(=O)(=O)O)O)C(=O)O 3-Hydroxy-4-(2-hydroxy-4-sulfo-1-naphthylazo)naphthalene-2-carboxylic acid